ClC=1C=CC=C2C=CC(=NC12)C=1C=C2CN(C(C2=CC1)=O)C1C(NC(CC1)=O)=O 3-[5-(8-chloroquinolin-2-yl)-1-oxo-2,3-dihydro-1H-isoindol-2-yl]piperidine-2,6-dione